C(C)OC(=O)C1C(CN(CC1)C(=O)OC(C)(C)C)CC 3-Ethylpiperidine-1,4-dicarboxylic acid 1-(tert-butyl) ester 4-ethyl ester